C(C)(=O)N1CC(OCC1)C(=O)N1[C@@H](C[C@H](C1)F)C(=O)N[C@H](C1=CC=C(C=C1)C(C)C)C1=CC=CC=C1 (2S,4R)-1-(4-acetylmorpholine-2-carbonyl)-4-fluoro-N-[(S)-phenyl[4-(propan-2-yl)phenyl]methyl]pyrrolidine-2-carboxamide